FC(OC1=CC(=C(C=N1)C1=CN=CC(=N1)C(=O)N/N=C/C=1C(=NC=C(C1)OC)F)O)F (E)-6-(6-(difluoromethoxy)-4-hydroxypyridin-3-yl)-N'-((2-fluoro-5-methoxypyridin-3-yl)methylene)pyrazine-2-carbohydrazide